5-[(2,4-dimethoxybenzyl)carbamoyl]thiophene COC1=C(CNC(=O)C2=CC=CS2)C=CC(=C1)OC